CN1C(=NN=C1)C1(CN(C1)C1COC1)C=1C=C(C=CC1)N1CC2=C(C=C(C=C2C1=O)CN(C(OC(C)(C)C)=O)C1(CCC1)C)C(F)(F)F tert-butyl ((2-(3-(3-(4-methyl-4H-1,2,4-triazol-3-yl)-1-(oxetan-3-yl)azetidin-3-yl)phenyl)-3-oxo-7-(trifluoromethyl)isoindolin-5-yl)methyl)(1-methylcyclobutyl)carbamate